1-({3,4-difluoro-2-[(2-fluoro-4-iodophenyl)amino]phenyl}carbonyl)-3-[(dimethylamino)methyl]azetidin-3-ol FC=1C(=C(C=CC1F)C(=O)N1CC(C1)(O)CN(C)C)NC1=C(C=C(C=C1)I)F